C(C)OC(C[C@H]([C@H]([C@H](CC)C)NC(=O)OC(C)(C)C)O)=O (3R,4S,5S)-4-((tert-butoxycarbonyl)amino)-3-hydroxy-5-methyl-heptanoic acid ethyl ester